C(C)(C)(C)OC(=O)N1CCC(CC1)C(C(=O)O)F 2-(1-(tert-butoxycarbonyl)piperidin-4-yl)-2-fluoroacetic acid